methyl 4-bromo-3,5-dihydroxybenzoate BrC1=C(C=C(C(=O)OC)C=C1O)O